ClC=1C=C2C=C(C(NC2=CC1O[C@H](C)C1=NC=CC=C1)=O)[C@H](C)NC1=CC=C(N(C1=O)C)C#N 5-{[(1S)-1-{6-chloro-2-oxo-7-[(1R)-1-(pyridin-2-yl)ethoxy]-1,2-dihydroquinolin-3-yl}ethyl]amino}-1-methyl-6-oxo-1,6-dihydropyridine-2-carbonitrile